7-ethyl-1,2,3,7-tetrahydrochromeno[2,3-b]phenothiazine-4-carbaldehyde C(C)N1C=2C=CC=CC2SC=2C=C3C(=CC12)OC1=C(CCCC1=C3)C=O